C(C)(C)(C)C(C(=O)O)OCCCOCCNC(COC1=CC=C(C=C1)C1CCN(CC1)C=1CCC=2N(N1)C(=NN2)C(F)(F)F)=O.C(C)(=O)O acetate (tert-butyl 2-(3-(2-(2-(4-(1-(3-(trifluoromethyl)-7,8-dihydro-[1,2,4]triazolo[4,3-b]pyridazin-6-yl)piperidin-4-yl)phenoxy)acetamido)ethoxy)propoxy)acetate)